Methyl (S)-4'-(6-methyl-2-oxo-3-(pyrrolidin-3-yl)-2,3-dihydro-1H-imidazo[4,5-b]pyridin-1-yl)-[1,1'-biphenyl]-4-carboxylate Hydrochloride Cl.CC=1C=C2C(=NC1)N(C(N2C2=CC=C(C=C2)C2=CC=C(C=C2)C(=O)OC)=O)[C@@H]2CNCC2